CC1=NN=C(S1)NC(C(C)SC=1NC(C2=C(N1)N(N=C2)C2=CC=CC=C2)=O)=O N-(5-methyl-1,3,4-thiadiazol-2-yl)-2-((4-oxo-1-phenyl-4,5-dihydro-1H-pyrazolo[3,4-d]pyrimidin-6-yl)thio)propanamide